FC(C1=CC=C(C=C1)[C@@H](C)N)(F)F (R)-1-(4-(trifluoromethyl)phenyl)ethan-1-amine